5-(7-methyl-5,8-dihydrooxepino[3,2-f]benzofuran-2-yl)benzene-1,3-diol CC1=CCC=2C(=CC3=C(C=C(O3)C=3C=C(C=C(C3)O)O)C2)OC1